O=C1NC(CCC1N1C(C2=CC=C(C=C2C1=O)NCCCCCCNC(C1=CC(C(=O)NC2=CC3=C(NC(=N3)CN3[C@H](CCC3)C)C=C2)=CC=C1)=O)=O)=O N1-(6-((2-(2,6-dioxopiperidin-3-yl)-1,3-dioxoisoindolin-5-yl)amino)hexyl)-N3-(2-(((S)-2-methylpyrrolidin-1-yl)methyl)-1H-benzo[d]imidazol-5-yl)isophthalamide